NC([C@@H](CCC(=O)O)NC([C@H](C)NC([C@@H](C)O[C@@H]1[C@H](C(O[C@@H]([C@H]1O)CO)O)NC(=O)C1CCC1)=O)=O)=O (4R)-5-amino-4-((2S)-2-((2R)-2-(((3R,4R,5S,6R)-3-(cyclobutanecarboxamido)-2,5-dihydroxy-6-(hydroxymethyl)tetrahydro-2H-pyran-4-yl)oxy)propanamido)propanamido)-5-oxopentanoic acid